dimethyl 2-((1-acetyl-4-nitropiperidin-4-yl)methyl)-4-((tert-butoxycarbonyl)amino)pentanedioate C(C)(=O)N1CCC(CC1)([N+](=O)[O-])CC(C(=O)OC)CC(C(=O)OC)NC(=O)OC(C)(C)C